[O-]CCC.[Li+] lithium n-propoxide